8-fluoro-4-(3-pyridyl)-3,4-dihydrobenzo[f][1,4]oxazepine FC1=CC2=C(CN(CCO2)C=2C=NC=CC2)C=C1